N-benzyloxycarbonyl-N6-(tert-butoxycarbonyl)-E-lysine C(C1=CC=CC=C1)OC(=O)N[C@@H](CCCCNC(=O)OC(C)(C)C)C(=O)O